BrC=1C=CC(=C(C1)N(S(=O)(=O)C1=CC=C(C=C1)[N+](=O)[O-])[C@H](CNC(OC(C)(C)C)=O)C)F tert-butyl N-[(2S)-2-[N-(5-bromo-2-fluorophenyl)4-nitrobenzenesulfonamido]propyl]carbamate